5-[2-chloro-6-cyano-4-[1-[4-[[2-(methanesulfonamido)pyrimidin-4-yl]methoxy]phenyl]-1-methyl-ethyl]phenoxy]-N-[2-(2,6-dioxo-3-piperidyl)-1-oxo-isoindolin-5-yl]pentanamide ClC1=C(OCCCCC(=O)NC=2C=C3CN(C(C3=CC2)=O)C2C(NC(CC2)=O)=O)C(=CC(=C1)C(C)(C)C1=CC=C(C=C1)OCC1=NC(=NC=C1)NS(=O)(=O)C)C#N